2-(6-fluoro-[1,1'-biphenyl]-2-yl)naphthalene tert-butyl-(4-isopropyl-1,5-naphthyridin-3-yl)carbamate C(C)(C)(C)N(C(O)=O)C=1C=NC2=CC=CN=C2C1C(C)C.FC1=CC=CC(=C1C1=CC=CC=C1)C1=CC2=CC=CC=C2C=C1